FC=1C(=C(C=CC1F)[C@@H]1[C@@H](O[C@]([C@H]1C)(C(F)(F)F)C)C(=O)NC1=CC(=NC=C1)C(=O)N)C (2R,3R,4S,5R)-4-[[3-(3,4-difluoro-2-methyl-phenyl)-4,5-dimethyl-5-(trifluoromethyl)tetrahydrofuran-2-carbonyl]amino]pyridine-2-carboxamide